5,5,6,6,6-pentafluoro-1-iodo-1,3-hexadiene FC(C=CC=CI)(C(F)(F)F)F